6-(4-((4-(1H-pyrazol-4-yl)phenyl)amino)pyrimidin-2-yl)-N-(1-methoxypropan-2-yl)-N-methyl-1H-indole-2-carboxamide N1N=CC(=C1)C1=CC=C(C=C1)NC1=NC(=NC=C1)C1=CC=C2C=C(NC2=C1)C(=O)N(C)C(COC)C